ClC1=C2CC(CC2=CC=C1)(CNCCC1CN(C(O1)=O)C=1C=CC=2OCC(NC2N1)=O)NC(OCC1C2=CC=CC=C2C=2C=CC=CC12)=O 9H-fluoren-9-ylmethyl N-[4-chloro-2-[[2-[2-oxo-3-(3-oxo-4H-pyrido[3,2-b][1,4]oxazin-6-yl)-1,3-oxazolidin-5-yl]ethylamino]methyl]-1,3-dihydroinden-2-yl]carbamate